BrC1=C(C=C(O[C@@H](CCC2CCN(CC2)C(=O)OC(C)(C)C)C)C=C1)C tert-butyl (R)-4-(3-(4-bromo-3-methylphenoxy)butyl)piperidine-1-carboxylate